FC1=C(C=CC(=C1)F)S(=O)(=O)N1N=C2C3=C(C(C(C2=C1C)=O)=O)C=CC=C3 2-(2,4-difluorobenzenesulfonyl)-3-methyl-2H-benzo[g]indazole-4,5-dione